N-(4-chloro-2-(6-methoxypyrimidin-4-yl)phenyl)-2,2,2-trifluoroacetamide ClC1=CC(=C(C=C1)NC(C(F)(F)F)=O)C1=NC=NC(=C1)OC